ClC=1C(N(C(=CC1OC([2H])([2H])C1=NC=C(C=C1F)Cl)C)C1=CC(=NC=C1C)N1C(C(=NC=C1)C(C)(C)O)=O)=O 3-chloro-4-[(5-chloro-3-fluoropyridin-2-yl)(2H2)methoxy]-2'-[3-(2-hydroxypropan-2-yl)-2-oxopyrazin-1-yl]-5',6-dimethyl-[1,4'-bipyridin]-2-one